COC1=C(C=CC=C1)C1CCCC=2N=C3N(C=C(C=C3)C=3C=NC(=NC3)N3CCOCCC3)C21 4-(5-(9-(2-methoxyphenyl)-6,7,8,9-tetrahydrobenzo[4,5]imidazo[1,2-a]pyridin-2-yl)pyrimidin-2-yl)-1,4-oxazepan